FC=1C=C(OC2=CC=C(C=C2)C2=NN(C3=NC=NC=C32)[C@H]3CN(CCC3)C(C=C)=O)C=CC1 (R)-1-(3-(3-(4-(3-fluorophenoxy)phenyl)-1H-pyrazolo[3,4-d]pyrimidin-1-yl)piperidin-1-yl)prop-2-en-1-one